[Si](C1=CC=CC=C1)(C1=CC=CC=C1)(C(C)(C)C)OCCOC=1C2=C(N=C(N1)N[C@@H](C(F)(F)F)C)N(C=C2C=2C=CC=1N(C2)C=CN1)COCC[Si](C)(C)C (R)-4-(2-((tert-butyldiphenylsilyl)oxy)ethoxy)-5-(imidazo[1,2-a]pyridin-6-yl)-N-(1,1,1-trifluoropropan-2-yl)-7-((2-(trimethylsilyl)ethoxy)methyl)-7H-pyrrolo[2,3-d]pyrimidin-2-amine